(S)-(E)-3-((3-butyl-2-methyl-7-(methylthio)-1,1-dioxido-5-phenyl-2,3,4,5-tetrahydro-1,2,5-benzothiadiazepin-8-yl)oxy)acrylic acid C(CCC)[C@@H]1N(S(C2=C(N(C1)C1=CC=CC=C1)C=C(C(=C2)O/C=C/C(=O)O)SC)(=O)=O)C